ClC=1C=C(C=CC1)C1(CCN(CC1)C1=CN=NC(=C1)Cl)C(=O)OC methyl 4-(3-chlorophenyl)-1-(6-chloropyridazin-4-yl)piperidine-4-carboxylate